1,3,5-tris(4-pyridyl)triazine C1C(=CN(NN1C2=CC=NC=C2)C3=CC=NC=C3)C4=CC=NC=C4